(R)-2-(2-fluoro-4-(pyrrolidin-2-yl)phenyl)-N-(3-(4-fluoropiperidin-1-yl)propyl)-3-(hydroxymethyl)benzo[d]imidazo[2,1-b]thiazole-7-carboxamide FC1=C(C=CC(=C1)[C@@H]1NCCC1)C=1N=C2SC3=C(N2C1CO)C=CC(=C3)C(=O)NCCCN3CCC(CC3)F